FC(C(=O)O)(F)F.C(C1=CC=CC=C1)N(CC(=O)O)CCN(CC1=C(C=CC(=C1)[N+](=O)[O-])O)CC(=O)O 2-(benzyl(2-((carboxymethyl)(2-hydroxy-5-nitrobenzyl)amino)ethyl)amino)acetic acid 2,2,2-trifluoroacetate salt